C(C)(C)NC(O[C@H]1C[C@H](CC1)C1=CC(=NN1)NC(C1=CC(=C(C=C1)C1OCCO1)NC(C)=O)=O)=O (1R,3S)-3-(3-(3-acetamido-4-(1,3-dioxolan-2-yl)benzamido)-1H-pyrazol-5-yl)cyclopentyl isopropylcarbamate